BrC1=C(C=CC=C1)[C@@](C(=O)OC)(C)O (R)-methyl 2-(2-bromo-phenyl)-2-hydroxy-propionate